(2S,4R)-1-(2-(6-amino-9H-purin-9-yl)acetyl)-N-(3-chloro-2-fluorobenzyl)-4-methylpyrrolidine-2-carboxamide NC1=C2N=CN(C2=NC=N1)CC(=O)N1[C@@H](C[C@H](C1)C)C(=O)NCC1=C(C(=CC=C1)Cl)F